tert-butyl 2-(hydroxymethyl)piperazin-1-carboxylate OCC1N(CCNC1)C(=O)OC(C)(C)C